4-(pyrrolyloxy)cyclohexanone methyl-4-[[2-[2-[tert-butoxycarbonyl(2,2,2-trifluoroethyl)amino]-4-pyridyl]oxazole-4-carbonyl]amino]-1-(4-formylphenyl)pyrazole-3-carboxylate COC(=O)C1=NN(C=C1NC(=O)C=1N=C(OC1)C1=CC(=NC=C1)N(CC(F)(F)F)C(=O)OC(C)(C)C)C1=CC=C(C=C1)C=O.N1C(=CC=C1)OC1CCC(CC1)=O